C1=C(C=CC2=CC=CC=C12)N[C@@H](C)C(=O)O 2-naphthylalanine